(5S,8S,10aR)-3-acetyl-5-(5-((diethoxyphosphoryl)difluoromethyl)benzo[b]thiophene-2-carboxamido)-6-oxo-decahydropyrrolo[1,2-a][1,5]diazocine-8-carboxylic acid benzyl ester C(C1=CC=CC=C1)OC(=O)[C@@H]1CC[C@H]2N1C([C@H](CN(CC2)C(C)=O)NC(=O)C2=CC1=C(S2)C=CC(=C1)C(F)(F)P(=O)(OCC)OCC)=O